(4-(azetidin-3-yloxy)butyl)carbamic acid tert-butyl ester C(C)(C)(C)OC(NCCCCOC1CNC1)=O